3-(dimethoxymethyl)thietane 1,1-dioxide COC(C1CS(C1)(=O)=O)OC